(3S)-3-(4-propoxyphenyl)hex-4-ynoic acid C(CC)OC1=CC=C(C=C1)[C@H](CC(=O)O)C#CC